C(C=C)[C@]1(C[C@@H]([C@H]([C@@H](C1)C(NC1=C(C=C(C=C1)C(F)(F)F)F)=O)C(=O)O)C1=CC=C(C=C1)Br)O |r| rac-(1R,2S,4R,6R)-4-allyl-2-(4-bromophenyl)-6-((2-fluoro-4-(trifluoromethyl)phenyl)carbamoyl)-4-hydroxycyclohexane-1-carboxylic acid